C1(CCCC1)C1=CC(=NN1)NC1=NC(=NC=C1)N1C2CC(C1)(C2)CNC2(COC2)C N-(5-cyclopentyl-1H-pyrazol-3-yl)-2-[4-[[(3-methyloxetan-3-yl)amino]methyl]-2-azabicyclo[2.1.1]hex-2-yl]pyrimidin-4-amine